B(F)(F)F.[Li] lithium trifluoroborate salt